OC(COC=1N=CC(=NC1C)C1=CNC2=C(C=CC=C12)C#N)(C)C 3-(5-(2-hydroxy-2-methylpropoxy)-6-methylpyrazin-2-yl)-1H-indole-7-carbonitrile